(E)-3-(4-Ethynylphenyl)allyl-tert-butyl carbonate C(OC(CC\C=C\C1=CC=C(C=C1)C#C)(C)C)([O-])=O